(S)-3-(benzyl-((R)-1-phenylethyl)amino)-3-(6-methoxybiphenyl-3-yl)propanoic acid ethyl ester C(C)OC(C[C@@H](C=1C=C(C(=CC1)OC)C1=CC=CC=C1)N([C@H](C)C1=CC=CC=C1)CC1=CC=CC=C1)=O